FC=1C(=C(C=CC1F)[C@H]1[C@@H](O[C@]([C@H]1C)(C(F)(F)F)C)C(=O)NC1=CC(=C(C=C1)F)S(N)(=O)=O)OC (2R,3S,4S,5R)-3-(3,4-difluoro-2-methoxyphenyl)-N-(4-fluoro-3-sulfamoylphenyl)-4,5-dimethyl-5-(trifluoromethyl)tetrahydrofuran-2-carboxamide